tert-butyl ((2R,4S,5S)-2-((S)-1-(4-fluorophenyl)-1,2,3,4-tetrahydroisoquinoline-2-carbonyl)-5-hydroxytetrahydro-2H-pyran-4-yl)carbamate FC1=CC=C(C=C1)[C@@H]1N(CCC2=CC=CC=C12)C(=O)[C@@H]1OC[C@H]([C@H](C1)NC(OC(C)(C)C)=O)O